benzyl 5-((diethoxyphosphoryl)methyl)benzo[b]thiophene-2-carboxylate C(C)OP(=O)(OCC)CC1=CC2=C(SC(=C2)C(=O)OCC2=CC=CC=C2)C=C1